C1(CC1)COC1=C(C(=CC=C1)OC)S(=O)(=O)N 2-(Cyclopropylmethoxy)-6-methoxybenzenesulfonamide